1-(((S)-2-(2-(benzofuran-6-carbonyl)-5,7-dichloro-1,2,3,4-tetrahydroisoquinoline-6-carboxamido)-3-(3-(methylsulfonyl)phenyl)propanoyl)oxy)ethyl pivalate C(C(C)(C)C)(=O)OC(C)OC([C@H](CC1=CC(=CC=C1)S(=O)(=O)C)NC(=O)C=1C(=C2CCN(CC2=CC1Cl)C(=O)C1=CC2=C(C=CO2)C=C1)Cl)=O